6,7-dichloro-4-(2,2-difluoroethoxy)-3-(1H-pyrazol-4-yl)-1H-indole ClC1=CC(=C2C(=CNC2=C1Cl)C=1C=NNC1)OCC(F)F